2-methoxypropyl acetate C(C)(=O)OCC(C)OC